BrC1=CC(=C(C=C1C)N(C(C#CC)=O)C1=CC=C2C(=N1)CN(C2=O)C)C N-(4-bromo-2,5-dimethylphenyl)-N-{6-methyl-5-oxo-7H-pyrrolo[3,4-b]pyridin-2-yl}but-2-ynamide